3-Fluoro-2-[1,2,3]triazol-2-yl-benzoic acid FC=1C(=C(C(=O)O)C=CC1)N1N=CC=N1